(2R)-N-[(1R)-1-[2-fluoro-3-(trifluoromethyl)phenyl]ethyl]-6-(4-hydroxycyclohexen-1-yl)-2-methyl-2,3-dihydroimidazo[1,2-a]pyridine-8-carboxamide FC1=C(C=CC=C1C(F)(F)F)[C@@H](C)NC(=O)C=1C=2N(C=C(C1)C1=CCC(CC1)O)C[C@H](N2)C